NC=1NC(C2=C(N1)C=CN2CCCC2=CC(=C(C(=O)N[C@@H](CCC(=O)OCC)C(=O)OCC)C=C2)F)=O Diethyl (4-(3-(2-amino-4-oxo-3,4-dihydro-5H-pyrrolo[3,2-d]pyrimidin-5-yl)propyl)-2-fluorobenzoyl)-L-glutamate